C(CCCCCC\C=C\C=C/CCC)=O (E,Z)-8,10-Tetradecadienal